FC1=C(C(=O)N(C2=NC=CC3=C2C=C(S3)C=3C=NC=CC3)[C@H]3CNCCC3)C=CC(=C1)N1N=NC=3C1=NC=CC3 2-fluoro-N-[(3R)-3-piperidyl]-N-[2-(3-pyridyl)thieno[3,2-c]pyridin-4-yl]-4-(triazolo[4,5-b]pyridin-3-yl)benzamide